4,2,5-Trihydroxychalcone OC1=CC(=C(C=C1O)\C=C\C(=O)C1=CC=CC=C1)O